(E)-4-(5-hydroxy-1-(4-((4-methylpiperazin-1-yl)methyl)phenyl)-2-phenylpent-1-en-1-yl)phenol OCCC\C(=C(\C1=CC=C(C=C1)CN1CCN(CC1)C)/C1=CC=C(C=C1)O)\C1=CC=CC=C1